C(C)(=O)NC1=CC=NN1C1=NN=C(S1)NC(=O)C1=CC(=C(C(O1)=O)OCCOC)C1=NC=CC=C1C#N N-(5-(5-acetamido-1H-pyrazol-1-yl)-1,3,4-thiadiazol-2-yl)-4-(3-cyanopyridin-2-yl)-3-(2-methoxyethoxy)-2-oxo-2H-pyran-6-carboxamide